C=CC.[Na] monosodium propylene